FC1(NC(C=2C1=NC(=CC2)NC2=NC=C(C(=N2)N[C@H](CO)C2=CC=CC=C2)C2=NC1(CO2)CCOCC1)=O)F (S)-7,7-difluoro-2-((4-((2-hydroxy-1-phenylethyl)amino)-5-(3,8-dioxa-1-azaspiro[4.5]dec-1-en-2-yl)pyrimidin-2-yl)amino)-6,7-dihydro-5H-pyrrolo[3,4-b]pyridin-5-one